Allyl (S)-(5-(benzyloxy)-2-(6-(((tert-butyldimethylsilyl)oxy)methyl)-4-(pyrimidin-5-yl)-1,2,3,6-tetrahydropyridine-1-carbonyl)-4-methoxy-phenyl)carbamate C(C1=CC=CC=C1)OC=1C(=CC(=C(C1)NC(OCC=C)=O)C(=O)N1CCC(=C[C@H]1CO[Si](C)(C)C(C)(C)C)C=1C=NC=NC1)OC